C(OC[C@H]1O[C@@]([C@@H]([C@@H]1O)O)(C#N)C1=CC=C2C(=NC=NN21)N)(OC(C(F)(F)F)(C)C)=O ((2R,3S,4R,5R)-5-(4-aminopyrrolo[2,1-f][1,2,4]triazin-7-yl)-5-cyano-3,4-dihydroxytetrahydrofuran-2-yl)methyl (1,1,1-trifluoro-2-methylpropan-2-yl) carbonate